C(C)(=O)N[C@@H](CCP(OCC)(OCC)=O)C(N1CCC(CC1)C1=CC=C(C=C1)C(F)(F)F)=O diethyl [(3S)-3-acetamido-4-oxo-4-{4-[4-(trifluoromethyl)-phenyl]piperidin-1-yl}butyl]phosphonate